N(=[N+]=[N-])CC(OCC(C)(C)S(=O)(=O)C1(CC1)CN1C(C2=C(CC1)C(=NN2C)C(=O)NCC2=CC=C(C=C2)C#N)=O)F 6-((1-((1-(2-azido-1-fluoroethoxy)-2-methylpropan-2-yl)sulfonyl)cyclopropyl)methyl)-N-(4-cyanobenzyl)-1-methyl-7-oxo-4,5,6,7-tetrahydro-1H-pyrazolo[3,4-c]pyridine-3-carboxamide